1-cyclopropyl-2-(triisopropylsilyl)-1H-imidazole C1(CC1)N1C(=NC=C1)[Si](C(C)C)(C(C)C)C(C)C